CC=1N=C2N(N=C(C=C2C)C2=CC(=C3C(N=C(S3)OC)=C2C(=O)N)N2C[C@@H](N[C@H](C2)C)C)C1 (2,8-dimethylimidazo[1,2-b]pyridazin-6-yl)-7-[(3S,5S)-3,5-dimethylpiperazin-1-yl]-2-methoxy-1,3-benzothiazole-4-carboxamide